N1=CC=CC2=C(C=CC=C12)CNCC (quinolin-5-ylmethyl)ethylamine